FC1=C(C=CC=C1)C(=O)N1C2CN(CC1CC2)CC2=C(N=C1N2C=CC=C1)C1=CC=C(C=C1)C(C)C (2-Fluorophenyl)(3-{[2-(4-isopropylphenyl)imidazo-[1,2-a]pyridin-3-yl]methyl}-3,8-diazabicyclo[3.2.1]oct-8-yl)methanone